CC(C)(C=1C(=C(C(=CC1)CO)O)C)C=1C(=C(C(=CC1)CO)O)C (1-methylethylidene)bis[2-methyl-6-hydroxymethylphenol]